2-(3,6-dichloropyridazin-4-yl)oxy-N-[(2,4-dimethoxyphenyl)methyl]ethylamine ClC=1N=NC(=CC1OCCNCC1=C(C=C(C=C1)OC)OC)Cl